4-methyl-4,5-dihydrooxazol-2-amine CC1N=C(OC1)N